CN1CCN(C(C2=C1N=CC=C2)=O)C2=CC(=CC=C2)COC(CCNC)C2=CC=CC=C2 1-Methyl-4-(3-((3-(methylamino)-1-phenylpropoxy)methyl)phenyl)-1,2,3,4-tetrahydro-5H-pyrido[2,3-e][1,4]diazepin-5-one